C(C)(C)N1CCC(CC1)C1=CC=C(C=N1)C=1C=C(C2=C(N(C(=N2)C2=CC=C(C=C2)S(=O)(=O)C)C)C1)C 6-(6-(1-Isopropylpiperidin-4-yl)pyridin-3-yl)-1,4-dimethyl-2-(4-(methylsulfonyl)phenyl)-1H-benzo[d]imidazol